FC(OC1=C(C=C(C=C1)C=1C=C(C=NC1)C=1CB(OC1)O)OCCC)F 4-(5-(4-(Difluoromethoxy)-3-propoxyphenyl)pyridin-3-yl)-1,2-oxaborole-2-ol